ClC=1C=CC(=C(C1)N1C(N(C(C1)C#N)C1=CN=CC2=CC=CC=C12)=O)C#N 1-(5-chloro-2-cyanophenyl)-3-(isoquinolin-4-yl)-2-oxoimidazolidine-4-carbonitrile